eicosane-1,17-diol C(CCCCCCCCCCCCCCCC(CCC)O)O